ClC1=NC(=CC2=C1CNC2=O)N2[C@@H](COCC2)C (R)-4-chloro-6-(3-methylmorpholino)-2,3-dihydro-1H-pyrrolo[3,4-c]pyridin-1-one